NNNNCCCCCCCCCCCCC tetraazaheptadecane